COC(=O)C1=CC=C(C=C1)C1=NN(C(=C1)C)C1CC2(CN(C2)C(=O)OCCCC)C1 butyl 6-(3-(4-(methoxycarbonyl)phenyl)-5-methyl-1H-pyrazol-1-yl)-2-azaspiro[3.3]heptane-2-carboxylate